3-[[6-piperazin-1-yl-5-(trifluoromethyl)-3-pyridyl]amino]piperidine-2,6-dione N1(CCNCC1)C1=C(C=C(C=N1)NC1C(NC(CC1)=O)=O)C(F)(F)F